BrC1=C(C=CC(=C1)OC(F)(F)F)NC1=C(C(=O)NC=2C(=NC(=CC2)OC)Br)C=C(C=N1)C(F)(F)F 2-((2-Bromo-4-(trifluoromethoxy)phenyl)amino)-N-(2-bromo-6-methoxypyridin-3-yl)-5-(trifluoromethyl)nicotinamide